N-(3-(N-(2-methoxyphenyl)sulfamoyl)phenyl)-2,6-dioxo-1,2,3,6-tetrahydropyrimidine-4-carboxamide COC1=C(C=CC=C1)NS(=O)(=O)C=1C=C(C=CC1)NC(=O)C=1NC(NC(C1)=O)=O